5-[(1R)-1-amino-8-azaspiro[4.5]dec-8-yl]-2-[(2,3-dichlorophenyl)thio]-3-pyridinol N[C@@H]1CCCC12CCN(CC2)C=2C=C(C(=NC2)SC2=C(C(=CC=C2)Cl)Cl)O